Cl.FC(C=1C=C(C=CC1)NN)(F)F 3-(trifluoromethyl)phenylhydrazine hydrochloride